CC1(C(C1)C(=O)[O-])C 2,2-dimethyl-cyclopropane-carboxylate